ClC1=C(C=CC=C1)S(=O)(=O)C(C)C 1-chloro-2-(propane-2-sulfonyl)benzene